BrC1=CC=CC2=C1COCCN2C2=NC(=NC1=CC=CC(=C21)F)NN [4-(6-bromo-3,5-dihydro-2H-4,1-benzoxazepin-1-yl)-5-fluoro-quinazolin-2-yl]hydrazine